6-(5H-imidazo[5,1-a]isoindol-5-yl)-2-methyl-4,5,6,7-tetrahydrobenzo[d]thiazol-7-ol C=1N=CN2C1C1=CC=CC=C1C2C2C(C1=C(N=C(S1)C)CC2)O